Cl.CNC(=O)C1NCCC1 N-methylpyrrolidine-2-carboxamide hydrochloride